3-isopropoxyisoxazole-4-carboxamide C(C)(C)OC1=NOC=C1C(=O)N